5-[2-hydroxy-3-(phenylamino)propyl]-1,3-oxazol-2(3H)-one OC(CC1=CNC(O1)=O)CNC1=CC=CC=C1